NC=1N=CC2=C(C=C(C=C2C1)S(NC1(CC1)C)(=O)=O)N1CCN(CC1)C(=O)N(C)C 4-(3-amino-6-(N-(1-methylcyclopropyl)sulfamoyl)isoquinolin-8-yl)-N,N-dimethylpiperazine-1-carboxamide